COC(=O)C=1C(NC(C1O)CC1CCCCC1)=O 5-(cyclohexylmethyl)-4-hydroxy-2-oxo-2,5-dihydro-1H-pyrrole-3-carboxylic acid methyl ester